8-((2-(3-(6,7-dichloro-2-(2-hydroxyacetyl)-2,3,4,5-tetrahydro-1H-pyrido[4,3-b]indol-9-yl)-1H-pyrazol-1-yl)ethyl)amino)-8-oxooctanoic acid ClC1=C(C=C(C=2C3=C(NC12)CCN(C3)C(CO)=O)C3=NN(C=C3)CCNC(CCCCCCC(=O)O)=O)Cl